CCCCCCCCCCCCCCCCCCCCCCCCCC(=O)C heptacosanone